benzyl-pyrimidinedione Methyl-5,6-dihydrobenzo[f]imidazo[1,5-d][1,4]oxazepine-10-carboxylate COC(=O)C=1C=CC2=C(C=3N(CCO2)C=NC3)C1.C(C1=CC=CC=C1)C=1C(NC(NC1)=O)=O